COC(CCCCC\C=C/CCCCCCCCOCC(COCCCCCCCC(=O)OC)N(C)C)=O (Z)-methyl-16-(2-(dimethylamino)-3-((8-methoxy-8-oxooctyl)oxy)propoxy)hexadec-7-enoate